N-(sec-butyl)-2-(1-methyl-2-oxo-2,3-dihydro-1H-pyrido[2,3-b][1,4]thiazin-3-yl)acetamide C(C)(CC)NC(CC1C(N(C2=C(S1)N=CC=C2)C)=O)=O